di(4-nitrophenyl) carbonate C(OC1=CC=C(C=C1)[N+](=O)[O-])(OC1=CC=C(C=C1)[N+](=O)[O-])=O